CC=1N=C2N(N=C(C=C2C)C=2N=C3N(C(C2)=O)C=C(C=C3)N3C[C@@H](CC3)N3CCCC3)C1 2-(2,8-dimethylimidazo[1,2-b]pyridazin-6-yl)-7-[(3R)-3-pyrrolidin-1-ylpyrrolidin-1-yl]pyrido[1,2-a]pyrimidin-4-one